C(C1=CC=CC=C1)N1CC(C(=CC1)C1=CC=C2C=NN(C2=C1)C1OCCCC1)C 6-(1-benzyl-3-methyl-1,2,3,6-tetrahydropyridin-4-yl)-1-(tetrahydro-2H-pyran-2-yl)-1H-indazole